2,7-dichloro-8-fluoro-4-(piperidin-1-yl)pyrido[4,3-d]pyrimidine ClC=1N=C(C2=C(N1)C(=C(N=C2)Cl)F)N2CCCCC2